ClC1=NC=C(C(=N1)OC1=NC=2C=CC3=C(C2N=C1)C1=C(S3)C(N[C@@H](CN1)C)=O)CN1C(C[C@@H](C1)C)=O (R)-3-((2-chloro-5-(((S)-4-methyl-2-oxopyrrolidin-1-yl)methyl)pyrimidin-4-yl)oxy)-10-methyl-9,10,11,12-tetrahydro-8H-[1,4]diazepino[5',6':4,5]thieno[3,2-f]quinoxalin-8-one